(3S,4R)-3-Ethyl-4-(3H-imidazo[1,2-a]pyrrolo[2,3-e]pyrazin-8-yl)-N-(2,2,2-trifluoroethyl)pyrrolidine-1-carboxamide C(C)[C@@H]1CN(C[C@@H]1C1=CN=C2N1C1=C(N=C2)NC=C1)C(=O)NCC(F)(F)F